2-(piperidin-1-yl)-5-(pyrrolidin-1-yl)oxazolo[4,5-b]pyridin-6-amine N1(CCCCC1)C=1OC=2C(=NC(=C(C2)N)N2CCCC2)N1